C(CCC)SSSC1=CC=CC=C1 (butyltrithio)benzene